C(C)C1=C(C(NC(=C1)C)=O)CN1N=CC(=C1C)C(=O)N ((4-ethyl-6-methyl-2-oxo-1,2-dihydropyridin-3-yl)methyl)-5-methyl-1H-pyrazole-4-carboxamide